O1C(=CC=C1)C1=C(C(=C(C=C1CCCCC)O)C1CCCC(=C1)C)O 3-(furan-2-yl)-5'-methyl-4-pentyl-1',2',3',4'-tetrahydro-[1,1'-biphenyl]-2,6-diol